BrC1=CC(=CC=2CCOC21)F 7-Bromo-5-fluoro-2,3-dihydro-1-benzofuran